BrC=1C(=CC2=NC=3\C(\C[C@@H](C3N2C1)C1=C(C=CC=C1OC(F)F)Cl)=N\[S@](=O)C(C)(C)C)F (R)-N-[(3R,5E)-11-bromo-3-[2-chloro-6-(difluoromethoxy)phenyl]-10-fluoro-1,7-diazatricyclo[6.4.0.02,6]dodeca-2(6),7,9,11-tetraen-5-ylidene]-2-methylpropane-2-sulfinamide